(1S,3'R,4'S,5'S,6'R)-5-Ethynyl-6'-methyl-6-(4-methoxybenzyl)-3',4',5',6'-tetrahydro-3H-spiro-[isobenzofuran-1,2'-pyran]-3',4',5'-triol C(#C)C=1C=C2CO[C@]3(O[C@@H]([C@H]([C@@H]([C@H]3O)O)O)C)C2=CC1CC1=CC=C(C=C1)OC